1-acetyl-3,6-dimethylbenzimidazole-2-carboxylic acid C(C)(=O)N1C(N(C2=C1C=C(C=C2)C)C)C(=O)O